C[P+](CC#C)(C)C trimethyl-(prop-2-yn-1-yl)phosphonium